4-(tert-butoxy)-3-oxobutanoic acid C(C)(C)(C)OCC(CC(=O)O)=O